(2R,4R)-1-(3-chloro-2-fluorobenzyl)-4-((4-cyclobutyl-3-fluoro-6-((5-methyl-1H-pyrazol-3-yl)amino)-pyridin-2-yl)methyl)-2-ethyl-piperidine-4-carboxylic acid ClC=1C(=C(CN2[C@@H](C[C@@](CC2)(C(=O)O)CC2=NC(=CC(=C2F)C2CCC2)NC2=NNC(=C2)C)CC)C=CC1)F